6-(2,6-difluoro-3-methoxyphenyl)-2-(pyrimidin-2-yl)-7,8-dihydro-phthalazin-1(2H)-one FC1=C(C(=CC=C1OC)F)C1=CC=2C=NN(C(C2CC1)=O)C1=NC=CC=N1